pyrroline-4-one N1C=CC(C1)=O